benzyl 4-(((1R,4R)-5-(3-(2-(benzyloxy)-6-hydroxypyridin-3-yl)-1-methyl-1H-indazol-7-yl)-2,5-diazabicyclo[2.2.1]heptan-2-yl)methyl)piperidine-1-carboxylate C(C1=CC=CC=C1)OC1=NC(=CC=C1C1=NN(C2=C(C=CC=C12)N1[C@H]2CN([C@@H](C1)C2)CC2CCN(CC2)C(=O)OCC2=CC=CC=C2)C)O